9,9'-((4-(3-(pyridin-3-yl)phenyl)pyridine-2,6-diyl)bis(4,1-phenylene))bis(4,5-diphenyl-9H-carbazole) N1=CC(=CC=C1)C=1C=C(C=CC1)C1=CC(=NC(=C1)C1=CC=C(C=C1)N1C2=CC=CC(=C2C=2C(=CC=CC12)C1=CC=CC=C1)C1=CC=CC=C1)C1=CC=C(C=C1)N1C2=CC=CC(=C2C=2C(=CC=CC12)C1=CC=CC=C1)C1=CC=CC=C1